tert-butyl (1S,2R,3R,5R)-2-fluoro-3-((3-(methylthio)-1,2,4-triazin-6-yl)amino)-8-azabicyclo[3.2.1]octane-8-carboxylate F[C@H]1[C@@H]2CC[C@H](C[C@H]1NC1=CN=C(N=N1)SC)N2C(=O)OC(C)(C)C